ClC1=C(C=CC=C1NC1=CC=CC=C1)NC1=CC=CC=C1 2-chloro-N1,N3-Diphenyl-benzene-1,3-diamine